N,N-dimethylurea dihydrochloride Cl.Cl.CN(C(=O)N)C